6-bromo-4-(((1s,4s)-4-((4-methylpyrimidin-2-yl)amino)cyclohexyl)oxy)pyrazolo[1,5-a]pyridine-3-carbonitrile BrC=1C=C(C=2N(C1)N=CC2C#N)OC2CCC(CC2)NC2=NC=CC(=N2)C